ClC1=C(C=CC2=C1C(=N[C@H](C=1N2N=C(N1)C(=O)N1CC(C1)C)C)C1=NC=CC=C1F)Cl [(4S)-7,8-dichloro-6-(3-fluoro-2-pyridyl)-4-methyl-4H-[1,2,4]triazolo[1,5-a][1,4]benzodiazepin-2-yl]-(3-methylazetidin-1-yl)methanone